2-(2-hydroxyethyl-amino)-ethanol OCCNCCO